N-(5-(5-(difluoromethyl)-1,2,4-oxadiazol-3-yl)-2,3-dihydro-1H-inden-1-yl)-3-methyl-1H-pyrazole-4-carboxamide FC(C1=NC(=NO1)C=1C=C2CCC(C2=CC1)NC(=O)C=1C(=NNC1)C)F